C1(=CC=CC=C1)S(=O)(=O)C(CC(=O)O)C 3-benzenesulfonyl-butyric acid